3-chloro-5-methylpyrazin-2-amine ClC=1C(=NC=C(N1)C)N